1,1'-(2,4,6-trihydroxy-1,3-phenylene)bis(5-bromopentan-1-one) OC1=C(C(=CC(=C1C(CCCCBr)=O)O)O)C(CCCCBr)=O